(S)-4-(1-(2-(4-fluorophenethyl)-5,6-dihydro-4H-cyclopenta[b]thiophene-3-carboxamido)ethyl)benzoic acid FC1=CC=C(CCC2=C(C3=C(S2)CCC3)C(=O)N[C@@H](C)C3=CC=C(C(=O)O)C=C3)C=C1